C(C)(C)C(C[Al](CC(C(C)(C)C)C(C)C)CC(C(C)(C)C)C(C)C)C(C)(C)C tris(2-isopropyl-3,3-dimethyl-butyl)aluminum